C(#N)C1=CC(=C(C=C1)NC(OC1CC1)=O)C(N[C@H](C(C(=O)NC)=O)C[C@H]1C(N[C@@H](C1)C)=O)=O cyclopropyl N-[4-cyano-2-[[(1S)-3-(methylamino)-1-[[(3S,5R)-5-methyl-2-oxo-pyrrolidin-3-yl]methyl]-2,3-dioxo-propyl]carbamoyl]phenyl]carbamate